(S,E)-N-(3-bromo-4-methoxybenzylidene)-2-methylpropane-2-sulfinamide BrC=1C=C(\C=N\[S@@](=O)C(C)(C)C)C=CC1OC